C1(CCCO1)=O gamma-buTyrolactone